(2R,3S,4S)-4-hydroxy-2-[(4-methoxyphenyl)methyl]pyrrolidin-3-yl 3-(1,4-dimethyl-3,6-dioxopiperazin-2-yl)propanoate CN1C(C(N(CC1=O)C)=O)CCC(=O)O[C@H]1[C@H](NC[C@@H]1O)CC1=CC=C(C=C1)OC